2-(2-chloro-5-nitrophenyl)-5-fluoro-4-methyloxazole ClC1=C(C=C(C=C1)[N+](=O)[O-])C=1OC(=C(N1)C)F